nonylpropyl ether C(CCCCCCCC)OCCC